ClC(=CC1=CN=C(N1C)C(CS(=O)(=O)CC)=O)C(F)(F)F 1-[5-(2-chloro-3,3,3-trifluoroprop-1-en-1-yl)-1-methylimidazol-2-yl]-2-(ethylsulfonyl)ethane-1-one